CC=1C=C(C(=C(C1)N1N=C2C(=N1)C=CC=C2)O)CCCCCCCCCCCC 2-(5-methyl-3-n-dodecyl-2-hydroxyphenyl)benzotriazole